ClC1=C2C(N(C(NC2=C(C=C1)S(=O)(=O)C1=CC(=C2C=CN(C2=C1)[C@H]1C(C1)(F)F)F)=O)O)=O (R)-5-chloro-8-((1-(2,2-difluorocyclopropyl)-4-fluoro-1H-indol-6-yl)sulfonyl)-3-hydroxyquinazoline-2,4(1H,3H)-dione